2-(TRIFLUOROMETHOXY)NAPHTHALENE-7-BORONIC ACID FC(OC1=CC2=CC(=CC=C2C=C1)B(O)O)(F)F